FC1=C(C=CC(=C1)C1=NOC(=N1)C(F)(F)F)N1C(C(CC1C1=CC=CC=C1)(C)C)=O 1-{2-fluoro-4-[5-(trifluoromethyl)-1,2,4-oxadiazol-3-yl]phenyl}-3,3-dimethyl-5-phenylpyrrolidin-2-one